C(C)C=1C=CC(=C2C(=CC(=NC12)C=1OC2=C(C1C)C=CC=C2)C(=O)O)OCC2=CC(=CC=C2)S(=O)C 8-ethyl-5-[(3-methanesulfinyl-phenyl)methoxy]-2-(3-methyl-1-benzofuran-2-yl)quinoline-4-carboxylic acid